ClC1=NC=CC2=C1C(OC2O)=O 4-chloro-1-hydroxy-1H-furo[3,4-c]pyridin-3-one